Methyl 1-{[6-(1H-indol-1-yl)-1-methyl-3,4-dihydronaphthalen-2-yl]methyl}azetidine-3-carboxylate N1(C=CC2=CC=CC=C12)C=1C=C2CCC(=C(C2=CC1)C)CN1CC(C1)C(=O)OC